2-chloro-4-propyl-aniline tert-butyl-((1S,2S,4S)-2-amino-4-(2-fluoro-5-(trifluoromethyl)phenyl)cyclohexyl)carbamate C(C)(C)(C)N(C(O)=O)[C@@H]1[C@H](C[C@H](CC1)C1=C(C=CC(=C1)C(F)(F)F)F)N.ClC1=C(N)C=CC(=C1)CCC